BrC=1C=CC(=C2N=C(OC21)C)C(=O)OC methyl 7-bromo-2-methyl-1,3-benzoxazole-4-carboxylate